CC1(CC(C1)NC1=C(C=C(C=C1C(F)(F)F)B1OC(C(O1)(C)C)(C)C)[N+](=O)[O-])O (cis)-1-methyl-3-((2-nitro-4-(4,4,5,5-tetramethyl-1,3,2-dioxaborolan-2-yl)-6-(trifluoromethyl)phenyl)amino)cyclobutan-1-ol